N-(6-methyl-4-(propan-2-yl)-1,5-naphthyridin-3-yl)-N'-(6-(2H-1,2,3-triazol-2-yl)-5-(trifluoromethyl)pyridin-3-yl)urea CC=1N=C2C(=C(C=NC2=CC1)NC(=O)NC=1C=NC(=C(C1)C(F)(F)F)N1N=CC=N1)C(C)C